(S)-4-(1-naphthamido)-5-((2-(3-methoxyphenoxy)phenyl)amino)-5-oxopentanoic acid C1(=CC=CC2=CC=CC=C12)C(=O)N[C@@H](CCC(=O)O)C(=O)NC1=C(C=CC=C1)OC1=CC(=CC=C1)OC